sodium trimethylsilyl propanesulfonate C(CC)S(=O)(=O)O[Si](C)(C)C.[Na]